BrN1C(C=CC=C1)N1CCC(CC1)(CN(C)C)NC(C1=C(C=CC=C1F)F)=O N-(1-(1-Bromopyridin-2-yl)-4-((dimethylamino)methyl)piperidin-4-yl)-2,6-difluorobenzamide